1-(4-chlorophenyl)-2,2,2-trifluoro-1-ethanone-O-(1,3-dioxolan-2-ylmethyl) oxime O1C(OCC1)CON=C(C(F)(F)F)C1=CC=C(C=C1)Cl